methyl-(S)-1-((6-((3'-((tert-butoxycarbonyl)amino)-2-chloro-2'-methyl-[1,1'-biphenyl]-3-yl) carbamoyl)-4-methoxypyridin-3-yl)methyl)piperidine-2-carboxylate COC(=O)[C@H]1N(CCCC1)CC=1C=NC(=CC1OC)C(NC=1C(=C(C=CC1)C1=C(C(=CC=C1)NC(=O)OC(C)(C)C)C)Cl)=O